NC=1C(=NC(=CN1)C1=CC(=CC=C1)C1=C2N(N=C1)CC(C2)(C)C)C(=O)N[C@@H]2CN(CCC2)C(=O)OC(C)(C)C Tert-butyl (S)-3-(3-amino-6-(3-(5,5-dimethyl-5,6-dihydro-4H-pyrrolo[1,2-b]pyrazol-3-yl)phenyl)pyrazine-2-carboxamido)piperidine-1-carboxylate